2-(4-chlorothiophen-3-yl)-4,4,5,5-tetramethyl-1,3,2-dioxaborolane ClC=1C(=CSC1)B1OC(C(O1)(C)C)(C)C